FC=1C=C(C=NC1)N1N=C(C=C(C1=O)C(=O)N[C@H](CO)C(C)C)C=1C=NC(=CC1)C(F)(F)F 2-(5-fluoropyridin-3-yl)-N-[(2S)-1-hydroxy-3-methylbut-2-yl]-3-oxo-6-[6-(trifluoro-methyl)pyridin-3-yl]-2,3-dihydropyridazine-4-carboxamide